C(C)(C)(C)OC(=O)N1CCC(CC1)N1C(N(C2=C1C=C(C(=C2)F)F)CC2=NC=C(C=C2)C=2OC(=NN2)C(F)F)=O 4-(3-((5-(5-(difluoromethyl)-1,3,4-oxadiazol-2-yl)pyridin-2-yl)methyl)-5,6-difluoro-2-oxo-2,3-dihydro-1H-benzo[d]imidazol-1-yl)piperidine-1-carboxylic acid tert-butyl ester